C(C)C1CN(CC1C1=CC=CC=C1)C(=O)C1=CN=CC(N1)=O 6-(3-ethyl-4-phenylpyrrolidine-1-carbonyl)pyrazin-2(1H)-one